NC1=NC=2C=C(C=CC2C2=C1N=C(N2CC2=CC=C(C=C2)CN)CCCC)/C=C/C(=O)OC Methyl (E)-3-{4-amino-1-[4-(aminomethyl)benzyl]-2-butyl-1H-imidazo[4,5-c]quinolin-7-yl}acrylate